ethyl (2R,3R)-2-(4-hydroxyphenyl)-5-((E)-3-isopropoxy-3-oxoprop-1-en-1-yl)-2,3-dihydrobenzofuran-3-carboxylate OC1=CC=C(C=C1)[C@@H]1OC2=C([C@H]1C(=O)OCC)C=C(C=C2)\C=C\C(=O)OC(C)C